CN(CC(=O)O)C1=CC=CC=C1 2-(methyl-(phenyl)amino)acetic acid